O1C(C(OC2C1OC(C(O2)O)O)O)O Hexahydro-[1,4]dioxino[2,3-b][1,4]dioxine-2,3,6,7-tetraol